FC=1C=CC(=C(C1)CC(=O)O)NC(C1=NC(=C(C=C1)N1CCCCC1)NC(=O)C1=NN(C2=CC=CC=C12)CC(F)(F)F)=O 2-(5-fluoro-2-(5-(piperidin-1-yl)-6-(1-(2,2,2-trifluoroethyl)-1H-indazole-3-carboxamido)picolinamido)phenyl)acetic acid